2-(benzo[d]thiazol-2-yl)-4-(methylthio)phenol S1C(=NC2=C1C=CC=C2)C2=C(C=CC(=C2)SC)O